N-(4-chloro-2-fluorobenzyl)-N-(1,1-difluorospiro[2.3]hexan-5-yl)-1-((R)-N,4-dimethylphenylsulfonimidoyl)-4-methylpyrrolidine-2-carboxamide ClC1=CC(=C(CN(C(=O)C2N(CC(C2)C)[S@](=O)(=NC)C2=CC=C(C=C2)C)C2CC3(CC3(F)F)C2)C=C1)F